NC1=NC(=NC=2N(CC(NC12)=O)CC1=CC(=CC=C1)CN1CCCC1)NCCP(OCC)(OCC)=O diethyl (2-((4-amino-6-oxo-8-(3-(pyrrolidin-1-ylmethyl)benzyl)-5,6,7,8-tetrahydropteridin-2-yl)amino)ethyl)phosphonate